C1(=CC=CC=C1)CCC(=O)N1CN2CC=C[C@H](O1)C2C2=CC(=CC=C2)C(F)(F)F |o1:16| 3-Phenyl-1-((5S*)-9-(3-(trifluoromethyl)phenyl)-4-oxa-1,3-diazabicyclo[3.3.1]non-6-en-3-yl)propan-1-one